1-(3-((tert-butyldimethylsilyl)oxy)-2-hydroxypropyl)-4-(2,3-dichloro-6-((2-(trimethylsilyl)ethoxy)methoxy)phenyl)pyrrolidin-2-one [Si](C)(C)(C(C)(C)C)OCC(CN1C(CC(C1)C1=C(C(=CC=C1OCOCC[Si](C)(C)C)Cl)Cl)=O)O